NC1=NC=CC=C1Cl 2-Amino-3-chloro-pyridine